tert-butyl (S)-2-((S)-1-azidoethyl)azetidine-1-carboxylate N(=[N+]=[N-])[C@@H](C)[C@H]1N(CC1)C(=O)OC(C)(C)C